3-(4-(1H-pyrazol-4-yl)phenyl)-1-(4-fluoro-2-methoxybenzyl)-8-oxa-1,3-diazaspiro[4.5]decan-2-one N1N=CC(=C1)C1=CC=C(C=C1)N1C(N(C2(C1)CCOCC2)CC2=C(C=C(C=C2)F)OC)=O